FC(C(C(CCC)(F)F)(F)F)(F)OC1=NSN=C1C=1CN(CCC1)C(F)(F)F 3-((1,1,2,2,3,3-hexafluorohexyl)oxy)-4-(1-trifluoromethyl-1,2,5,6-tetrahydropyridin-3-yl)-1,2,5-thiadiazole